nickel-cobalt-lithium-aluminum [Al].[Li].[Co].[Ni]